N[C@@H](C(C)C)C(=O)O Valine